BrC1=CC2=C(N=C(N=C2)SC)N(C1=O)C(C)C 6-bromo-8-isopropyl-2-methylsulfanyl-pyrido[2,3-d]pyrimidin-7-one